2-((4-bromophenoxy)methyl)-6-(2-methoxypropan-2-yl)-1,4-dioxane BrC1=CC=C(OCC2OC(COC2)C(C)(C)OC)C=C1